3-chloro-N-(3,4-dichlorophenyl)pyrazin-2-amine ClC=1C(=NC=CN1)NC1=CC(=C(C=C1)Cl)Cl